2-(1-ethylpiperidin-4-yl)-5-((2R,5S)-5-methylpiperidin-2-yl)benzo[d]thiazole C(C)N1CCC(CC1)C=1SC2=C(N1)C=C(C=C2)[C@@H]2NC[C@H](CC2)C